N-(4-(tert-butyl)phenyl)-4-(3-chloropyridine-2-yl)piperazine-1-formamide C(C)(C)(C)C1=CC=C(C=C1)NC(=O)N1CCN(CC1)C1=NC=CC=C1Cl